copper(II) hydrogensulfate S(=O)(=O)(O)[O-].[Cu+2].S(=O)(=O)(O)[O-]